1-(2-oxo-2-pyrrolidin-1-yl-ethyl)-6-[5-(trifluoromethyl)-2-thienyl]imidazo[4,5-b]pyridin-2-one O=C(CN1C(NC2=NC=C(C=C21)C=2SC(=CC2)C(F)(F)F)=O)N2CCCC2